tetrahydropyran-2-yl-4-(trideuteriomethyl)indazole O1C(CCCC1)C1=NNC2=CC=CC(=C12)C([2H])([2H])[2H]